1-(4-fluorophenyl)-5-hydroxy-2-isopropyl-1H-indole-3-carbonitrile FC1=CC=C(C=C1)N1C(=C(C2=CC(=CC=C12)O)C#N)C(C)C